COC1=C(C=C(C(=O)O)C=C1)C(=O)O p-methoxyisophthalic acid